2-Chloro-5-fluoro-4-(trifluoromethyl)aniline ClC1=C(N)C=C(C(=C1)C(F)(F)F)F